NCC#CC1=C(C(=O)OC)C=CC(=C1)N1CCN(CC1)C(=O)C1CCNCC1 methyl 2-(3-aminoprop-1-yn-1-yl)-4-(4-(piperidine-4-carbonyl)piperazin-1-yl)benzoate